N1C(=S)NC(=S)C(C)=C1 2,4-dithiothymine